FC1=CC=CC=2COCCCOC3=CC=CC(C4=NNC5=CN=C(C12)C=C45)=C3 17-fluoro-7,11-dioxa-20,23,24-triazapentacyclo[17.5.2.12,6.013,18.022,25]heptacosa-1(24),2(27),3,5,13(18),14,16,19,21,25-decaene